(6-(2-((S)-1-amino-5-(tert-butoxy)-1,5-dioxopent-2-yl)-1-oxoisoindolin-5-yl)-1-methyl-1H-pyrrolo[2,3-b]pyridin-4-yl)piperidine-1-carboxylic acid tert-butyl ester C(C)(C)(C)OC(=O)N1C(CCCC1)C1=C2C(=NC(=C1)C=1C=C3CN(C(C3=CC1)=O)[C@H](C(=O)N)CCC(=O)OC(C)(C)C)N(C=C2)C